(4-{5-[5-Chloro-6-(2-methoxy-ethoxy)-1H-indazol-3-yl]-isoxazol-3-yl}-phenyl)-(4-methyl-piperazin-1-yl)-methanone ClC=1C=C2C(=NNC2=CC1OCCOC)C1=CC(=NO1)C1=CC=C(C=C1)C(=O)N1CCN(CC1)C